(nicotinoyloxy)methyl (S)-1-(2-chlorophenyl)-2-oxocyclohexylmethylcarbamate ClC1=C(C=CC=C1)[C@]1(C(CCCC1)=O)CNC(OCOC(C1=CN=CC=C1)=O)=O